C(#N)C=1C(=NC(=NC1)C1CC1)N1C[C@H]2C(=NOC2(C1)C(=O)NCC)OC1=CC=CC=C1 (3aR)-5-(5-cyano-2-cyclopropylpyrimidin-4-yl)-N-ethyl-3-phenoxy-3a,4,5,6-tetrahydro-6aH-pyrrolo[3,4-d]isoxazole-6a-carboxamide